methylene-7-methyl-1-oxo-3,3a-dihydrocyclopenta[b]chromane C=C1CC(C2C1OC=1C=CC(=CC1C2)C)=O